7-(3,4-dichlorobenzoyl)-2-(4-methoxyphenyl)-3-oxo-N-(4-pyridylmethyl)-6,8-dihydro-5H-imidazo[1,5-a]pyrazine-1-carboxamide ClC=1C=C(C(=O)N2CC=3N(CC2)C(N(C3C(=O)NCC3=CC=NC=C3)C3=CC=C(C=C3)OC)=O)C=CC1Cl